6-(2-{[(2S,7aR)-2-fluoro-hexahydro-1H-pyrrolizin-7a-yl]methoxy}-4-[(1S,6R)-3,9-diazabicyclo[4.2.1]nonan-3-yl]-8-fluoroquinazolin-7-yl)-4-methyl-5-(trifluoromethyl)pyridin-2-amine F[C@H]1C[C@]2(CCCN2C1)COC1=NC2=C(C(=CC=C2C(=N1)N1C[C@@H]2CC[C@H](CC1)N2)C2=C(C(=CC(=N2)N)C)C(F)(F)F)F